NC1=NN2C(N=CC=C2)=C1C(=O)NCC=1C=C(C=2N(C1N1CCCC1)C=NC2)Cl 2-Amino-N-((8-chloro-5-(pyrrolidin-1-yl)imidazo[1,5-a]pyridin-6-yl)methyl)pyrazolo[1,5-a]pyrimidine-3-carboxamide